(R)-7-(azetidin-1-yl)-6-bromo-2-methyl-N-(1-(2-methyl-3-(trifluoromethyl)phenyl)ethyl)quinazolin-4-amine N1(CCC1)C1=C(C=C2C(=NC(=NC2=C1)C)N[C@H](C)C1=C(C(=CC=C1)C(F)(F)F)C)Br